C(C)(C)(C)OC(=O)N[C@H](C(=O)O)[C@@H](C)O (2S,3R)-2-(tert-butoxycarbonylamino)-3-hydroxybutyric acid